C(C)N(CCCOC(=O)OCC(COC(CCCCCCC\C=C/C\C=C/CCCCC)=O)COC(C(CCCCCCCCC)CCCCCCC)=O)CC.C(C)[Hg] (ethylmercury) (9Z,12Z)-3-(((3-(diethylamino)propoxy)carbonyl)oxy)-2-(((2-heptylundecanoyl)oxy)methyl)propyloctadeca-9,12-dienoate